5-{2-[2-(9H-fluorene-2-sulfonamido)phenyl]ethynyl}-4-methylpyridine-2-carboxylic acid C1=C(C=CC=2C3=CC=CC=C3CC12)S(=O)(=O)NC1=C(C=CC=C1)C#CC=1C(=CC(=NC1)C(=O)O)C